5-{2-[2-(4-bromonaphthalene-1-sulfonamido)phenyl]ethynyl}pyridine-2-carboxylic acid BrC1=CC=C(C2=CC=CC=C12)S(=O)(=O)NC1=C(C=CC=C1)C#CC=1C=CC(=NC1)C(=O)O